2,3-dihydroxynaphthalene-6-sulfonic acid sodium salt [Na+].OC1=CC2=CC=C(C=C2C=C1O)S(=O)(=O)[O-]